tert-butyl (R)-(1-([1,1'-biphenyl]-4-yl)-3-hydroxypropan-2-yl)carbamate C1(=CC=C(C=C1)C[C@H](CO)NC(OC(C)(C)C)=O)C1=CC=CC=C1